ClC1=C(OC2(CC2)C(=O)OC2(CC2)C(=O)OCC)C=C(C(=C1)F)N1C(N(C(=CC1=O)C(F)(F)F)C)=O 1-(ethoxycarbonyl)cyclopropyl 1-{2-chloro-4-fluoro-5-[3-methyl-2,6-dioxo-4-(trifluoromethyl)-3,6-dihydropyrimidin-1(2H)-yl]phenoxy}cyclopropanecarboxylate